tert-butyl (3R)-3-(3-chloro-5-methyl-5,6,7,8-tetrahydro-9H-pyridazino[3,4-b][1,4]diazepin-9-yl)piperidine-1-carboxylate ClC1=CC2=C(N(CCCN2C)[C@H]2CN(CCC2)C(=O)OC(C)(C)C)N=N1